C(C#CC)N1C(CCC1)C=1C=C(C=C2C=NC=NC12)C1=C(C=C(C(=O)NC2=NC=CC(=C2)C(F)(F)F)C=C1)F 4-(8-(1-(but-2-ynyl)pyrrolidin-2-yl)quinazolin-6-yl)-3-fluoro-N-(4-(trifluoromethyl)pyridin-2-yl)benzamide